BrC(C)C=1C=C(COC1)SCC 5-(1-bromoethyl)-3-(ethylthio)-1H-pyran